C1(=CC=CC=C1)C=1CCC(CN1)CC(F)(F)F 6-phenyl-3-(2,2,2-trifluoroethyl)-2,3,4,5-tetrahydropyridine